(2S)-2-({[(6-methoxypyridin-3-yl)methyl]carbamoyl}amino)-N,N-bis(2-thienylmethyl)hexanamide COC1=CC=C(C=N1)CNC(=O)N[C@H](C(=O)N(CC=1SC=CC1)CC=1SC=CC1)CCCC